CC1(C(=O)OCC1)C α,α-dimethyl-γ-butyrolactone